4-(2,4,6-trimethoxyphenyl)-pyridine COC1=C(C(=CC(=C1)OC)OC)C1=CC=NC=C1